(R)-1-(1-(7,8-difluoro-1-oxo-1,2-dihydroisoquinolin-4-yl)ethyl)-3-(3-(difluoromethyl)-4-fluorophenyl)-1-methylurea FC1=CC=C2C(=CNC(C2=C1F)=O)[C@@H](C)N(C(=O)NC1=CC(=C(C=C1)F)C(F)F)C